O=C1NC(CCC1N1C(C2=CC=CC(=C2C1)C#CCCNC(C1=NC=C(C=C1)C=1N=CC2=C(C=CC=C2C1)C1=CC=C(C=2NC(C[C@H](NC21)C)=O)CC)=O)=O)=O N-(4-(2-(2,6-Dioxopiperidin-3-yl)-1-oxoisoindolin-4-yl)but-3-yn-1-yl)-5-(8-((R)-9-ethyl-4-methyl-2-oxo-2,3,4,5-tetrahydro-1H-benzo[b][1,4]diazepin-6-yl)isoquinolin-3-yl)picolinamide